C(C1=CC=CC=C1)[C@H]1N(CCN(C1)S(=O)(=O)C)C=1N=CC2=C(N1)C=NN2 (R)-5-(2-Benzyl-4-(methyl-sulfonyl)piperazin-1-yl)-1H-pyrazolo[4,3-d]pyrimidine